2-amino-2-[6-[4-cyano-2-(2-methyl-5-phenylpyrazol-3-yl)oxyphenyl]pyridin-3-yl]acetic acid NC(C(=O)O)C=1C=NC(=CC1)C1=C(C=C(C=C1)C#N)OC=1N(N=C(C1)C1=CC=CC=C1)C